1-[5-(2-Nonylphenyl)pentanoyl]azetidin-3-yl dihydrogen phosphate ammonium salt [NH4+].P(=O)(OC1CN(C1)C(CCCCC1=C(C=CC=C1)CCCCCCCCC)=O)(O)O